COC1=NC=C(C=C1C(=O)N)NC(C(N1[C@H](CC[C@@H](C1)C)C1=CC(=CC=C1)N1CCN(CC1)C)=O)=O 2-methoxy-5-[[2-oxo-2-[(2R,5S)-5-methyl-2-[3-(4-methylpiperazin-1-yl)phenyl]-1-piperidyl]acetyl]amino]pyridine-3-carboxamide